Cyclopropyl-tripropoxysilane C1(CC1)[Si](OCCC)(OCCC)OCCC